2-((3-((3-(difluoromethoxy)-5-methylpyridin-2-yl)carbamoyl)-3-(2-isopropylphenyl)azetidine-1-carbonyl)oxy)acetic acid FC(OC=1C(=NC=C(C1)C)NC(=O)C1(CN(C1)C(=O)OCC(=O)O)C1=C(C=CC=C1)C(C)C)F